FS(F)(F)(F)(F)C1=C(C(=O)N)C=CC=C1 (pentafluoro-lambda6-sulfanyl)benzamide